NC1=NC2=CC(=CC=C2C=C1)CN(C(CCC1=NC=CC=C1)=O)C=1C(=NN(C1)C)C(=O)N 4-{N-[(2-aminoquinolin-7-yl)methyl]-3-(pyridin-2-yl)propanamido}-1-methyl-1H-pyrazole-3-carboxamide